4-pivaloyloxy-N-ethyl-N-methyltryptamine C(C(C)(C)C)(=O)OC=1C=CC=C2NC=C(CCN(C)CC)C12